CC1=C(C=NO)C(=CC(=C1OCC1OC(OC1)=O)C)C 2,4,6-trimethyl-3-((2-oxo-1,3-dioxolan-4-yl)methoxy)benzaldehyde oxime